lactosyl trifluoroacetimidate FC(C(OC1[C@H](O)[C@@H](O)[C@H](O[C@H]2[C@H](O)[C@@H](O)[C@@H](O)[C@H](O2)CO)[C@H](O1)CO)=N)(F)F